bis(2,2,5,5-tetramethyl-1-aza-2,5-disilacyclopentyl)tin C[Si]1(N([Si](CC1)(C)C)[Sn]N1[Si](CC[Si]1(C)C)(C)C)C